C(C)(C)(C)OC(=O)N1[C@H](CN(CC1)C1=CC(=NC2=CC(=CN=C12)Br)OC[C@H]1N(CCC1)C)CC#N.NCC1CCN(CC1)C(CC)=O 1-(4-(aminomethyl)piperidin-1-yl)propan-1-one tert-butyl-(S)-4-(7-bromo-2-(((S)-1-methylpyrrolidin-2-yl)methoxy)-1,5-naphthyridin-4-yl)-2-(cyanomethyl)piperazine-1-carboxylate